Amino-diethylene glycol NC(COCCO)O